C(C)(C)(C)OC(NC1=CC2=CC=CC(=C2C=C1)S(N(C)C)(=O)=O)=O (5-(N,N-Dimethylsulfamoyl)naphthalen-2-yl)carbamic acid tert-butyl ester